N1CNCC2=C1NC=C2 dihydro-4H-pyrrolo[2,3-d]pyrimidin